C(C)(C)(C)OC(=O)NC1=NN2C(CN(CCC2)C(=O)OC(C)(C)C)=C1I tert-butyl 2-((tert-butoxycarbonyl)amino)-3-iodo-7,8-dihydro-4H-pyrazolo[1,5-a][1,4]diazepine-5(6H)-carboxylate